6-(2-{4-[2-(4,4-difluoropiperidin-1-yl)-6-methylpyrimidin-4-yl]-1H-imidazol-1-yl}-5-nitrophenyl)-6-azaspiro[2.5]octane FC1(CCN(CC1)C1=NC(=CC(=N1)C=1N=CN(C1)C1=C(C=C(C=C1)[N+](=O)[O-])N1CCC2(CC2)CC1)C)F